BrC=1SC(=C(N1)Br)C=1C(=NN2C1N=C(C=C2C(CC)CC)C)C 2,4-dibromo-5-(2,5-dimethyl-7-(pentan-3-yl)pyrazolo[1,5-a]pyrimidin-3-yl)thiazole